(4aR,8aS)-6-[3-[[4-(trifluoromethyl)phenyl]methyl]azetidine-1-carbonyl]-4,4a,5,7,8,8a-hexahydropyrido[4,3-b][1,4]oxazin-3-one FC(C1=CC=C(C=C1)CC1CN(C1)C(=O)N1C[C@@H]2[C@@H](OCC(N2)=O)CC1)(F)F